5-(2-(isopropylamino)-7H-pyrrolo[2,3-d]pyrimidin-5-yl)-N-(1-methylpiperidin-4-yl)pyrazolo[1,5-a]pyridine-3-carboxamide C(C)(C)NC=1N=CC2=C(N1)NC=C2C2=CC=1N(C=C2)N=CC1C(=O)NC1CCN(CC1)C